C(=C)(C)[C@H](CC[C@@H](CC)C)CCC=C (3R,6S)-6-isopropenyl-3-methyl-9-decene